[NH4+].N1(N=NC2=C1C=CC=C2)O 1H-1,2,3-benzotriazol-1-ol ammonium